O1C(=CC=C1)/C=C/C(=O)O trans-3-(2-furyl)acrylic acid